COC1=CC=C(CNC=2C3=C(N=CN2)C=CN3)C=C1 N-(4-methoxybenzyl)-5H-pyrrolo[3,2-d]pyrimidin-4-amine